C(C1=CC=CC=C1)SC1=CC=C(C=C1)S(=O)(=O)N1CCN(CC1)C(C(F)(F)F)=O 1-(4-((4-(benzylthio)phenyl)sulfonyl)piperazin-1-yl)-2,2,2-trifluoroethan-1-one